C(C)C(CN(CC(CCCC)CC)CC(CCCC)CC)CCCC tris(2-ethylhexyl)amine